C1(CC1)S(=O)(=O)NC1=NC=CC(=N1)C1(CCC(CC1)N(C)C)C(=O)NC1=NC=C(C=C1)C1=NC(=CN=C1)OCC 1-(2-(cyclopropanesulfonylamino)pyrimidin-4-yl)-4-(dimethylamino)-N-(5-(6-ethoxypyrazin-2-yl)pyridin-2-yl)cyclohexane-1-carboxamide